Tert-butyl 2-[[[1-(2,6-dioxo-3-piperidyl)-3-methyl-2-oxo-benzimidazol-4-yl]amino]methyl]-7-azaspiro[3.5]nonane-7-carboxylate O=C1NC(CCC1N1C(N(C2=C1C=CC=C2NCC2CC1(C2)CCN(CC1)C(=O)OC(C)(C)C)C)=O)=O